OC1CN(C(C12C[C@H](N(C2)C(=O)OC(C)(C)C)C(=O)OC)=O)CC2=CC=C(C=C2)OC 2-(tert-butyl) 3-methyl (3S)-9-hydroxy-7-(4-methoxybenzyl)-6-oxo-2,7-diazaspiro[4.4]nonane-2,3-dicarboxylate